FC1(C(C1)C(=O)N1CC2(C1)CCC(CC2)C2=NC=NN2)F 5-(2-(2,2-difluorocyclopropanecarbonyl)-2-azaspiro[3.5]non-7-yl)-[1,2,4]triazole